(quinolyl)dimethylbenzene N1=C(C=CC2=CC=CC=C12)C=1C(=C(C=CC1)C)C